5-methylisoquinolin CC1=C2C=CN=CC2=CC=C1